FC=1C=C(C=CC1N1CCN(CC1)C)NC1=NC=C(C=C1)C 2-((3-fluoro-4-(4-methylpiperazin-1-yl)phenyl)amino)-5-methylpyridin